C(N)(OC(C[C@H](C=1N=C2N(N=CC(=C2)[C@@H](COC)N2C(=N[C@@H](C2)C(F)(F)F)O)C1)C1CCCCCC1)(C)C)=O ((S)-cycloheptyl (7-((S)-2-methoxy-1-((S)-2-oxyl-4-(trifluoromethyl)imidazoline-1-yl)ethyl)imidazo[1,2-b]pyridazin-2-yl)methyl)tert-butyl carbamate